FC(C(C)C)(F)C1=CC=CC=2NC(=NC21)CN2C(C(=CC=C2)NC([C@H](CC\C=C\C(=O)N(C)C)NC(OC)=O)=O)=O (S,E)-methyl (1-((1-((4-(1,1-difluoro-2-methylpropyl)-1H-benzo[d]imidazol-2-yl)methyl)-2-oxo-1,2-dihydropyridin-3-yl)amino)-7-(dimethylamino)-1,7-dioxohept-5-en-2-yl)carbamate